4-bromo-2-[3-(3,5-difluorophenyl)ureido]-N-(3-hydroxy-propyl)benzamide BrC1=CC(=C(C(=O)NCCCO)C=C1)NC(=O)NC1=CC(=CC(=C1)F)F